C1(=CC=C(C=C1)CCC1=NC=2N(C(N(C(C2N1CC1CCCC1)=O)CC#C)=O)CCCCP(O)(O)=O)C1=CC=CC=C1 (4-(8-(2-([1,1'-biphenyl]-4-yl)ethyl)-7-(cyclopentylmethyl)-2,6-dioxo-1-(prop-2-yn-1-yl)-1,2,6,7-tetrahydro-3H-purin-3-yl)butyl)phosphonic acid